3-cyclopentyl-1-[2-({2-[3-(methanesulfonylmethyl)piperidin-1-yl]phenyl}amino)-5-[2-(triisopropylsilyl)ethynyl]pyrido[2,3-d]pyrimidin-7-yl]urea C1(CCCC1)NC(NC=1C=C(C2=C(N=C(N=C2)NC2=C(C=CC=C2)N2CC(CCC2)CS(=O)(=O)C)N1)C#C[Si](C(C)C)(C(C)C)C(C)C)=O